(3aS,4S,6R,6aR)-6-(3-chlorophenyl)-2,2-dimethyltetrahydro-4H-cyclopenta[d][1,3]dioxol-4-ol ClC=1C=C(C=CC1)[C@H]1C[C@@H]([C@H]2[C@@H]1OC(O2)(C)C)O